2-((R)-3-hydroxypyrrolidin-1-yl)ethyl ((3S,5R,8R,9S,10S,13R,14S,17R)-14-hydroxy-10,13-dimethyl-17-(2-oxo-2H-pyran-5-yl)hexadecahydro-1H-cyclopenta[a]phenanthren-3-yl)carbamate O[C@]12[C@@H]3CC[C@@H]4C[C@H](CC[C@@]4([C@H]3CC[C@@]2([C@H](CC1)C=1C=CC(OC1)=O)C)C)NC(OCCN1C[C@@H](CC1)O)=O